2'-(tert-butyl)-5-chloro-4-fluoro-3,4'-bipyridine C(C)(C)(C)C1=NC=CC(=C1)C=1C=NC=C(C1F)Cl